C(C(C)(N)[2H])([2H])[2H] propan-1,1,2-d3-2-amine